BrC1=CC=CC=2C1=C1C=3C=CC=CC3N=C1C=1C2C=CCC1 1-bromo-7H-dibenzocarbazole